3-(1-amino-2,2-difluoro-7-methylsulfonyl-indan-4-yl)oxy-5-fluoro-benzonitrile NC1C(CC2=C(C=CC(=C12)S(=O)(=O)C)OC=1C=C(C#N)C=C(C1)F)(F)F